The molecule is a branched trisaccharide that is 2-acetamido-beta-D-quinovose (= 2-acetamido-2,6-dideoxy-beta-D-glucopyranose) which has been glycosylated at positions 3 and 4 by beta-D-galactopyranosyl and alpha-L-fucopyranosyl (= 6-deoxy-alpha-L-galactopyranosyl) groups, respectively. C[C@H]1[C@H]([C@H]([C@@H]([C@@H](O1)O[C@@H]2[C@H](O[C@H]([C@@H]([C@H]2O[C@H]3[C@@H]([C@H]([C@H]([C@H](O3)CO)O)O)O)NC(=O)C)O)C)O)O)O